FS(C=1C=C(C=C(C1)C(F)(F)F)C1=NN(C=N1)/C=C(/C(=O)N)\C=1C=NC=NC1)(F)(F)(F)F (E)-3-(3-(3-(Pentafluorosulfaneyl)-5-(trifluoromethyl)phenyl)-1H-1,2,4-triazol-1-yl)-2-(pyrimidin-5-yl)acrylamide